NC=1C(=NN(C1C(=O)N)C1=CC=C(C=C1)CNC(C1=C(C=CC(=C1)F)OC)=O)C1CCCC1 4-amino-3-cyclopentyl-1-(4-((5-fluoro-2-methoxybenzamido)methyl)phenyl)-1H-pyrazole-5-carboxamide